2-(2-(4-ethyl-3-(4-morpholinopiperidin-1-yl)phenyl)prop-2-yl)-6-iodo-1H-indole C(C)C1=C(C=C(C=C1)C(C)(C)C=1NC2=CC(=CC=C2C1)I)N1CCC(CC1)N1CCOCC1